3-{[3-({5-methyl-3-[6-(trifluoromethyl)pyridin-3-yl]-1,2-oxazol-4-yl}methoxy)-5H,6H,7H,8H-pyrido[3,4-c]pyridazin-7-yl]methyl}-1lambda6-thiolane-1,1-dione CC1=C(C(=NO1)C=1C=NC(=CC1)C(F)(F)F)COC1=CC2=C(N=N1)CN(CC2)CC2CS(CC2)(=O)=O